[O-]S(=O)(=O)C(F)(F)F.C1(=CC=CC=C1)[Se+](C1=CC=CC=C1)C1=CC=CC=C1 triphenylselenonium triflate